C1(CC1)OC(COC1OCCCC1)(C1=CC(=CC=C1)F)C1=NC(=NC2=CC=C(C=C12)I)N1CCC(CC1)N1C[C@H](N(C[C@@H]1C)C(=O)OC(C)(C)C)C tert-Butyl (2R,5S)-4-(1-(4-(1-cyclopropoxy-1-(3-fluorophenyl)-2-((tetrahydro-2H-pyran-2-yl)oxy)ethyl)-6-iodoquinazolin-2-yl)piperidin-4-yl)-2,5-dimethylpiperazine-1-carboxylate